2,3,5,6-tetraaminopyridine-2,5-dihydroxyterephthalic acid salt OC1=C(C(=O)O)C=C(C(=C1)C(=O)O)O.NC1=NC(=C(C=C1N)N)N